BrC1=C(C(=C(C(=C1)[N+](=O)[O-])NCC(C)(O)C)C1CC1)F 1-((4-bromo-2-cyclopropyl-3-fluoro-6-nitrophenyl)amino)-2-methylpropan-2-ol